1-((1-(cyanomethyl)cyclopropyl)methyl)-4-fluoro-1H-benzo[d]imidazole-6-carboxylic acid methyl ester COC(=O)C=1C=C(C2=C(N(C=N2)CC2(CC2)CC#N)C1)F